2-methyl-6-(3'-(morpholinomethyl)-[1,1'-biphenyl]-4-yl)-1H-benzo[d]imidazole-4-carboxylic acid CC1=NC2=C(N1)C=C(C=C2C(=O)O)C2=CC=C(C=C2)C2=CC(=CC=C2)CN2CCOCC2